7-chloro-1-methyl-4-(1-(4-(trifluoromethoxy)benzoyl)piperidin-4-yl)-1,4-dihydropyrido[2,3-b]pyrazine-2,3-dione ClC1=CC2=C(N(C(C(N2C)=O)=O)C2CCN(CC2)C(C2=CC=C(C=C2)OC(F)(F)F)=O)N=C1